CNC1=CC(=NC=C1)N N4-methyl-pyridine-2,4-diamine